OC1=CC=C(C=C1)\C(=C(/CC)\C1=CC=CC=C1)\C1=CC=C(C=C1)N1CCN(CC1)CCCCCNC=1C=C2CN(C(C2=CC1)=O)C1C(NC(CC1)=O)=O (E)-3-(5-((5-(4-(4-(1-(4-hydroxyphenyl)-2-phenylbut-1-en-1-yl)phenyl)piperazin-1-yl)pentyl)amino)-1-oxoisoindolin-2-yl)piperidine-2,6-dione